OCCN1N=CC=C1C(=O)O 1-(2-hydroxyethyl)-1H-pyrazole-5-carboxylic acid